(1S)-(+)-(10-bornylsulfonyl)oxazepine C12(CCC(CC1)C2(C)C)CS(=O)(=O)C2=NOC=CC=C2